C(CCCCCCCC)(=O)O Nonoyl alcohol